FC1=C(C=2N(C=C1)C=CN2)C2=C(C=C(C=C2O)CCC)O 2-(7-Fluoroimidazo[1,2-a]pyridin-8-yl)-5-propylbenzene-1,3-diol